N-[3-chloro-4-[4-(5-hydroxypiperidine-3-carbonyl)piperazine-1-carbonyl]phenyl]-5-[1-cyclopropyl-3-(trifluoromethyl)pyrazol-4-yl]-1-methylimidazole-2-carboxamide ClC=1C=C(C=CC1C(=O)N1CCN(CC1)C(=O)C1CNCC(C1)O)NC(=O)C=1N(C(=CN1)C=1C(=NN(C1)C1CC1)C(F)(F)F)C